C(C)C1=C(C=CC=C1)CNC(CC1N(C(CC1)=O)CC1=CC=C(C=C1)C)=O N-[(2-ethylphenyl)methyl]-2-[1-[(4-methylphenyl)methyl]-5-oxopyrrolidin-2-yl]acetamid